3-methyl-1-(3-thiazol-2-yl-1H-pyrrolo[2,3-b]pyridin-4-yl)piperidin-3-amine CC1(CN(CCC1)C1=C2C(=NC=C1)NC=C2C=2SC=CN2)N